BrC=1C(=NC=CC1)C(F)F 3-Bromo-2-(difluoromethyl)pyridine